(S)- and (R)-2-((4-cyanophenethyl)amino)-N-(5-(4-methyl-5-oxo-1,4-diazepan-1-yl)pyridin-2-yl)-2-phenylacetamide C(#N)C1=CC=C(CCN[C@H](C(=O)NC2=NC=C(C=C2)N2CCN(C(CC2)=O)C)C2=CC=CC=C2)C=C1 |r|